6-((3S,4S)-4-amino-3-methyl-2-oxa-8-azaspiro[4.5]decan-8-yl)-3-(2,3-dichlorophenyl)-1H-pyrazolo[3,4-d]pyrimidine-4-carboxamide N[C@@H]1[C@@H](OCC12CCN(CC2)C2=NC(=C1C(=N2)NN=C1C1=C(C(=CC=C1)Cl)Cl)C(=O)N)C